C(CCCCCCCCCCCCCCC(C)C)(=O)OCCCCCCCCCCCCCCCC(C)C iso-stearyl iso-stearate